2-(dibenzo[B,d]furan-4-yl)-4-(2,2-dimethylpropyl-1,1-d2)-5-(methyl-d3)pyridine C1=CC=C(C=2OC3=C(C21)C=CC=C3)C3=NC=C(C(=C3)C(C(C)(C)C)([2H])[2H])C([2H])([2H])[2H]